FC(CC(CO)O)(C(C(C(C(C(F)(F)F)(F)F)(F)F)(F)F)(F)F)F 2,2,3,3,4,4,5,5,6,6,7,7,7-tridecafluoroheptylethylene glycol